NCCCCCNC1=C(C(=O)NC=2SC(=C(N2)C)C)C=CC=C1 2-((5-aminopentyl)amino)-N-(4,5-dimethylthiazol-2-yl)benzamide